FC=1C(=NN2C1C=C(C=C2)OC2=NC=CC=C2OCC(F)(F)F)C(=O)[O-].[Li+] lithium 3-fluoro-5-((3-(2,2,2-trifluoroethoxy)pyridin-2-yl)oxy)pyrazolo[1,5-a]pyridine-2-carboxylate